4-[(5-tert-butyl-2-methylphenyl)sulfinyl]phenylsulfone C(C)(C)(C)C=1C=CC(=C(C1)S(=O)C1=CC=C(C=C1)S(=O)(=O)C1=CC=C(C=C1)S(=O)C1=C(C=CC(=C1)C(C)(C)C)C)C